CC=1OC2=C(C1)C=C(C=C2)OCC=2C(N(C=CC2)C2=CC=NN2C)C(F)(F)F 2-methyl-N-(1-methyl-1H-pyrazol-5-yl)-5-((2-(trifluoromethyl)pyridin-3-yl)methoxy)benzofuran